N-MethyL-2-pyrrolidone CN1C(CCC1)=O